(R)-3-(1-((7-methoxy-2-methyl-6-(2-oxa-7-azaspiro[3.5]nonan-7-yl)quinazolin-4-yl)amino)ethyl)-2-methylbenzonitrile COC1=C(C=C2C(=NC(=NC2=C1)C)N[C@H](C)C=1C(=C(C#N)C=CC1)C)N1CCC2(COC2)CC1